diphenanthrenylanthracene C1(=CC=CC=2C3=CC=CC=C3C=CC12)C=1C2=CC=CC=C2C(=C2C=CC=CC12)C1=CC=CC=2C3=CC=CC=C3C=CC12